N-(4-((6-amino-5-chloropyrimidin-4-yl)oxy)-3,5-difluorophenyl)-1-(3-fluoropyridin-2-yl)-5-(Trifluoromethyl)-1H-pyrazole-4-carboxamide NC1=C(C(=NC=N1)OC1=C(C=C(C=C1F)NC(=O)C=1C=NN(C1C(F)(F)F)C1=NC=CC=C1F)F)Cl